1-((3-((1R,5S,6R)-3-(4-chloro-3-fluorophenyl)-3-azabicyclo[3.1.0]hex-6-yl)-1,2,4-oxadiazol-5-yl)methyl)-7-methyl-1,7-dihydro-6H-purin-6-one ClC1=C(C=C(C=C1)N1C[C@H]2C([C@H]2C1)C1=NOC(=N1)CN1C=NC=2N=CN(C2C1=O)C)F